2-[4-[5-[(2,6-dioxo-3-piperidyl)amino]-2-pyridyl]-1-piperidyl]acetic acid, trifluoroacetic acid salt FC(C(=O)O)(F)F.O=C1NC(CCC1NC=1C=CC(=NC1)C1CCN(CC1)CC(=O)O)=O